(3aR,5s,6aS)-N-(6-(2,4-difluorophenyl)-4-(trifluoro-methyl)pyridazin-3-yl)-2-((tetrahydro-2H-pyran-4-yl)methyl)octahydro-cyclopenta[c]pyrrol-5-amine FC1=C(C=CC(=C1)F)C1=CC(=C(N=N1)NC1C[C@@H]2[C@@H](CN(C2)CC2CCOCC2)C1)C(F)(F)F